ClC1=CC=C(C=C1)C=1N=C(C(=NC1)C1=CC=CC=C1)C1=CC=CC=C1 5-(4-chlorophenyl)-2,3-diphenylpyrazine